C(C)C=1C(=CC=C2C=C(C=C(C12)C1=C(C=2N=C(N=C(C2C=N1)N1CCOCC(C1)(O)C#C)OC[C@]12CCCN2C[C@@H](C1)F)F)O)F 4-(7-(8-ethyl-7-fluoro-3-hydroxy-naphthalen-1-yl)-8-fluoro-2-(((2R,7aS)-2-fluorotetrahydro-1H-pyrrolizin-7a(5H)-yl)methoxy)-pyrido[4,3-d]pyrimidin-4-yl)-6-ethynyl-1,4-oxazepan-6-ol